2-Ethenyl-2,4,4,6,6-pentamethylcyclotrisiloxane C(=C)[Si]1(O[Si](O[Si](O1)(C)C)(C)C)C